Tert-butyl N-[1-[4-(1H-benzimidazol-2-ylmethylamino)-8-bromo-pyrazolo[1,5-a][1,3,5]triazin-2-yl]-3-(trifluoromethyl)pyrrolidin-3-yl]carbamate N1C(=NC2=C1C=CC=C2)CNC2=NC(=NC=1N2N=CC1Br)N1CC(CC1)(C(F)(F)F)NC(OC(C)(C)C)=O